1-(5-chloropyridin-2-yl)piperazine tert-butyl-(4S)-4-(1-isopropoxypent-4-enyl)-2,2-dimethyl-oxazolidine-3-carboxylate C(C)(C)(C)OC(=O)N1C(OC[C@H]1C(CCC=C)OC(C)C)(C)C.ClC=1C=CC(=NC1)N1CCNCC1